COC(=O)C1=CC=CC(=N1)CNCCN N'-[6-(methoxycarbonyl)pyridin-2-yl]Methyl-1,2-ethylenediamine